N(=C=O)CC1CC(CCC1)CN=C=O 1,3-bis(isocyanato-methyl)-cyclohexane